C(C)OC(=O)C1=C(N=C(N1)CCC)C(C)(C)O 4-(1-hydroxy-1-methylethyl)-2-propylimidazole-5-carboxylic acid ethyl ester